COC(=O)C=1C(N(C2=CC=CC=C2C1O)CC1CCN(CC1)C1=C(C=CC=C1)Cl)=O ((1-(2-chlorophenyl)piperidin-4-yl)methyl)-4-hydroxy-2-oxo-1,2-dihydroquinoline-3-carboxylic acid methyl ester